octafluoroanisole FC(OC1=C(C(=C(C(=C1F)F)F)F)F)(F)F